2-ethoxy-4-(3-methoxy-5-((3-methylbut-2-en-1-yl)oxy)styryl)phenol C(C)OC1=C(C=CC(=C1)C=CC1=CC(=CC(=C1)OCC=C(C)C)OC)O